[Cr].[Mg].[Al].[Zn] Zinc-aluminum-magnesium chromium